(S)-(6-((2-amino-3-chloropyridin-4-yl)thio)-3-(4'-amino-4'H,6'H-spiro[piperidine-4,5'-pyrrolo[1,2-b]pyrazol]-1-yl)-5-methylpyrazin-2-yl)methanol (trifluoroacetate) FC(C(=O)OCC1=NC(=C(N=C1N1CCC2([C@@H](C=3N(N=CC3)C2)N)CC1)C)SC1=C(C(=NC=C1)N)Cl)(F)F